trans-2-(1-cyclohexenyl)vinyl-pinacol borate B(O)(O)O.C1(=CCCCC1)/C=C/CC(O)(C)C(C)(C)O